ClC=1C(NC(N([C@H]2C[C@H](O)[C@@H](CO)O2)C1)=O)=O 5-Chloro-2'-deoxy-Uridine